methyl-N-(tert-butoxycarbonyl)-O-toluenesulfonyl-L-serine CN([C@@H](COS(=O)(=O)CC1=CC=CC=C1)C(=O)O)C(=O)OC(C)(C)C